NCCCCCCN1C(CCCCC1)=O 1-(6-aminohexyl)azepan-2-one